Cl.CN(CC1=C(C=CC=C1)N1C[C@@H](CC1)OC1=NC=C(C=C1)C(F)(F)F)C (R)-N,N-dimethyl-1-(2-(3-(5-(trifluoromethyl)pyridin-2-yloxy)pyrrolidin-1-yl)phenyl)methanamine hydrochloride